butyl N-[3-ethyl-5-[[2-[(2S,5R)-5-methyl-2-(7-oxo-6,8-dihydro-5H-1,8-naphthyridin-3-yl)-1-piperidyl]-2-oxo-acetyl]amino]-2-pyridyl]carbamate C(C)C=1C(=NC=C(C1)NC(C(=O)N1[C@@H](CC[C@H](C1)C)C=1C=NC=2NC(CCC2C1)=O)=O)NC(OCCCC)=O